C(C1=CC=CC=C1)OC1=C(C(=NC(=C1)OCC1OCCCC1)CCC1=CC=C(C=C1)CCC)C=C 4-(Benzyloxy)-2-(4-propylphenethyl)-6-((tetrahydro-2H-pyran-2-yl)methoxy)-3-vinylpyridine